Br.C(CC)(=O)C=1C=C2C=3CC(CCC3NC2=CC1)CNC 6-propanoyl-3-(methyl)aminomethyl-1,2,3,4-tetrahydro-9H-carbazole hydrobromide